[Al].[Ca].[Mg].[Ca] calcium-magnesium-calcium-aluminum